C1(=CC=CC=C1)C1=NC2=C3N=C(C=C(C3=CC=C2C(=C1)C1=CC=CC=C1)C1=CC=CC=C1)C1=CC=CC=C1 2,4,7,9-tetraphenyl-1,10-phenanthroline